(2-methoxyethyl)-N-phenyl-pyrazol-4-amine COCCC1=NNC=C1NC1=CC=CC=C1